(4aR,8aS)-6-[3-(6-methoxypyridin-3-yl)azetidine-1-carbonyl]-4,4a,5,7,8,8a-hexahydropyrido[4,3-b][1,4]oxazin-3-one COC1=CC=C(C=N1)C1CN(C1)C(=O)N1C[C@@H]2[C@@H](OCC(N2)=O)CC1